2-amino-4-(hydroxymethyl)pyridine NC1=NC=CC(=C1)CO